C1(=CC=C(C=C1)SSCC)C ethyl (4-tolyl) disulfide